OC[C@@H]1[C@H](CNC1)C=1C=C(C(=O)NC=2C=NC=C(C2)C(F)(F)F)C=CC1C 3-((3S,4R)-4-(hydroxymethyl)pyrrolidin-3-yl)-4-methyl-N-(5-(trifluoromethyl)pyridin-3-yl)benzamide